2-(6-((2-((4-(4-ethylpiperazin-1-yl)phenyl)amino)thieno[2,3-d]pyrimidin-4-yl)amino)pyridine-2-yl)propan-2-ol C(C)N1CCN(CC1)C1=CC=C(C=C1)NC=1N=C(C2=C(N1)SC=C2)NC2=CC=CC(=N2)C(C)(C)O